[1-(5-fluoropyridin-2-yl)piperidin-4-yl]urea FC=1C=CC(=NC1)N1CCC(CC1)NC(=O)N